C1(CCCCC1)[C@@H](C(=O)N1[C@@H](CCC1)C=1SC=C(N1)C(C1=CC(=CC=C1)O)=O)NC([C@H](C)NC)=O (S)-N-((S)-1-cyclohexyl-2-((S)-2-(4-(3-hydroxybenzoyl)thiazol-2-yl)pyrrolidin-1-yl)-2-oxoethyl)-2-(methylamino)propanamide